ClC1=CC=C(C=C1)[C@H](CC1=NOC(=N1)C(COC)N1C(N(C(=CC1=O)C)C)=O)O 3-[1-{3-[(2S)-2-(4-chlorophenyl)-2-hydroxyethyl]-1,2,4-oxadiazol-5-yl}-2-methoxyethyl]-1,6-dimethyl-1,2,3,4-tetrahydropyrimidine-2,4-dione